C1=C(C=CC2=CC=CC=C12)S(=O)(=O)NC(=O)C1=NC2=CC=CC(=C2C=C1)N1N=CC=C1 N-(naphthalen-2-yl-sulfonyl)-5-(1H-pyrazol-1-yl)quinoline-2-carboxamide